(±)-trans-N-[8-chloro-6-[4-methyl-2-(pyrrolidin-1-yl)pyridin-3-yl]isoquinolin-3-yl]-2-(1-methyl-1H-pyrazol-4-yl)cyclopropane-1-carboxamide ClC=1C=C(C=C2C=C(N=CC12)NC(=O)[C@H]1[C@@H](C1)C=1C=NN(C1)C)C=1C(=NC=CC1C)N1CCCC1 |r|